Br[C@H](C(=O)O)F (2R)-2-bromo-2-fluoro-acetic acid